Cl.N[C@@H]1CC[C@H](OC1)C[N-]S(=O)(=O)[NH-] N-(((2S,5R)-5-aminotetrahydro-2H-pyran-2-yl)methyl)sulfonyldiamide hydrochloride